C(#N)C=1C=C(C=CC1F)N(C(/C=C/C(=O)OCC)=O)C ethyl (E)-4-((3-cyano-4-fluorophenyl) (methyl) amino)-4-oxobut-2-enoate